1-(3-((2-amino-4-(butylamino)-6-methylpyrimidin-5-yl)methyl)-4-methoxyphenyl)cyclopropane-1-carboxylic acid NC1=NC(=C(C(=N1)NCCCC)CC=1C=C(C=CC1OC)C1(CC1)C(=O)O)C